C(C(=C)C)(=O)OCCOP(=O)(OCCOC(C(=C)C)=O)O.P(=O)(OCCOC(C(=C)C)=O)(OCCOC(C(=C)C)=O)O bis[2-(methacryloyloxy) ethyl] phosphate bis[2-(methacryloyloxy)ethyl]phosphate